FC1=C(C(=O)NC23CC(C2)(C3)C(F)(F)F)C(=CC=C1)NS(=O)(=O)C 2-fluoro-6-(methylsulfonamido)-N-(3-(trifluoromethyl)bicyclo[1.1.1]pentan-1-yl)benzamide